C1(=CC=CC2=CC=CC=C12)OCC1=CC(N2C(C(SC2=C1C=1C=C2OCOC2=CC1)C1=CC=CC=C1)C(=O)O)=O 6-[(naphthyloxy)methyl]-4-oxo-2-phenyl-7-(1,3-dioxa-5-indanyl)-1-thia-3a-aza-3-indanecarboxylic acid